3,4-Dimethoxyphenylboronic acid COC=1C=C(C=CC1OC)B(O)O